C(O)C(C(=O)N)CCCCCCCCCCCCCCCCCCCCCCCCCC methyloloctacosanoic acid amide